2-(((1r,4r)-4-(((4-chlorophenyl)(4-hydroxyphenyl)carbamoyl-oxy)methyl)cyclohexyl)methoxy)acetic acid ClC1=CC=C(C=C1)N(C(=O)OCC1CCC(CC1)COCC(=O)O)C1=CC=C(C=C1)O